C1(=CC=CC=C1)C1=C(CO)C(=CC(=C1)C1=CC=CC=C1)C1=CC=CC=C1 2,4,6-triphenylbenzyl alcohol